methylCyanate COC#N